N1(N=CN=C1)C1=CC=C(C=C1)NC=1SC=C(N1)C=1SC=CN1 N-(4-(1H-1,2,4-triazol-1-yl)phenyl)-[2,4'-bithiazole]-2'-amine